CC1(CN(C=2C1=NC=CC2)C2=CC(=NC=C2)NC2=C(C=C(C(=C2)[N+](=O)[O-])N(C)CCN(C)C)OC)C N1-(4-(3,3-dimethyl-2,3-dihydro-1H-pyrrolo[3,2-b]pyridin-1-yl)pyridin-2-yl)-N4-(2-(dimethylamino)ethyl)-2-methoxy-N4-methyl-5-nitrobenzene-1,4-diamine